ClC=1C=C(C=CC1)[C@H]1[C@@H](CN(CC1)C(=O)C=1C=2N(C=CC1)C=NC2)NC(=O)C2=CN=C(S2)S(=O)(=O)C N-((3S,4S)-4-(3-chlorophenyl)-1-(imidazo[1,5-a]pyridine-8-carbonyl)piperidin-3-yl)-2-(methylsulfonyl)thiazole-5-carboxamide